FC1=C(C(=CC(=C1)OC1CN(C1)CCCF)F)[C@H]1N([C@@H](CC2=C1NC1=CC=CC=C21)C)CC(CF)(C)C (1R,3R)-1-[2,6-difluoro-4-[1-(3-fluoropropyl)azetidin-3-yl]oxy-phenyl]-2-(3-fluoro-2,2-dimethyl-propyl)-3-methyl-1,3,4,9-tetrahydropyrido[3,4-b]indole